4-methyl-N-(1-methyl-1H-pyrazol-4-yl)-7-(3-nitrobenzyl)-6,7-dihydro-5H-pyrrolo[2,3-d]Pyrimidine-2-amine CC=1C2=C(N=C(N1)NC=1C=NN(C1)C)N(CC2)CC2=CC(=CC=C2)[N+](=O)[O-]